Cl.NC\C=C(\CN1C=NC2=C1C=C(C=C2C2=CC(=C(C=C2)OC)S(NC(C)C)(=O)=O)C(=O)OC)/F methyl (Z)-1-(4-amino-2-fluorobut-2-en-1-yl)-4-(3-(N-isopropylsulfamoyl)-4-methoxyphenyl)-1H-benzo[d]imidazol-6-carboxylate hydrochloride